1,6-diisocyanato-2,5-diethyl-hexane N(=C=O)CC(CCC(CN=C=O)CC)CC